CC1(CN2C(OC1)=C(C=N2)S(=O)(N)=N)C(F)(F)F 6-methyl-6-(trifluoromethyl)-6,7-dihydro-5H-pyrazolo[5,1-b][1,3]oxazine-3-sulfonimidamide